[N+](=O)([O-])C1=C(C=CC=C1)S(=O)(=O)N[C@H](CC(=O)OC(C)(C)C)C(=O)OC(C)(C)C.[Ar] argon di-tert-butyl ((2-nitrophenyl)sulfonyl)-D-aspartate